OC1=C(C2=CC=CC=C2C=C1)O Hydroxynaphthol